CC=1CC[C@@H]([C@H](C1)C=1C(=CC(=CC1CCC1=CC=CC=C1)O)O)C(=C)C (1'S,2'S)-5'-methyl-6-phenethyl-2'-(prop-1-en-2-yl)-1',2',3',4'-tetrahydro-[1,1'-biphenyl]-2,4-diol